FC[C@@H](CC(C)C)NC=1NC(/C(/N1)=C/C=1C=C2C=NN(C2=CC1)C)=O (4Z)-2-[[(1R)-1-(fluoromethyl)-3-methyl-butyl]amino]-4-[(1-methylindazol-5-yl)methylene]-1H-imidazol-5-one